C(CC)C1=C(C=CC(=C1)Br)F 2-n-propyl-4-bromofluorobenzene